C(C=C)(=O)N1[C@H](C[C@H](C1)N1C=NC=2C(=NC=3C(=C(C(=CC3C21)Cl)C2=CC=CC1=CC=CC=C21)F)N2CC(C2)N(C)C)CC#N 2-((2R,4R)-1-acryloyl-4-(8-chloro-4-(3-(dimethylamino)azetidin-1-yl)-6-fluoro-7-(naphthalen-1-yl)-1H-imidazo[4,5-c]quinolin-1-yl)pyrrolidin-2-yl)acetonitrile